5-chloro-2,3-difluoro-6-methoxy-aniline ClC=1C=C(C(=C(N)C1OC)F)F